(S)-1-amino-4-(4-((5-methylpyridin-2-yl)carbamoyl)phenyl)-2-(1-propioloylpyrrolidin-2-yl)-1H-imidazole-5-carboxamide NN1C(=NC(=C1C(=O)N)C1=CC=C(C=C1)C(NC1=NC=C(C=C1)C)=O)[C@H]1N(CCC1)C(C#C)=O